tert-butyl-(1-methoxy-2-methyl-prop-1-enoxy)-dimethyl-silane C(C)(C)(C)[Si](C)(C)OC(=C(C)C)OC